(E)-N-(3-(4-Chlorostyryl)-1-methyl-1H-pyrrolo[2,3-b]pyridin-5-yl)-N-(pyridin-4-ylmethyl)acrylamide ClC1=CC=C(/C=C/C2=CN(C3=NC=C(C=C32)N(C(C=C)=O)CC3=CC=NC=C3)C)C=C1